(3-(2-((5-(dimethylamino)pentyl)(2-(piperidin-1-yl)quinazolin-4-yl)amino)ethoxy)phenyl)(pyrrolidin-1-yl)methanone CN(CCCCCN(CCOC=1C=C(C=CC1)C(=O)N1CCCC1)C1=NC(=NC2=CC=CC=C12)N1CCCCC1)C